C(C)(C)(C)[C@@H]1N=C(OC1)C1=NC(=CC=C1)C=1OC[C@@H](N1)C(C)(C)C 2,6-bis((S)-4-tertbutyl-4,5-dihydrooxazol-2-yl)pyridine